4-Fluoro-2-vinylbenzene FC1=CC(=CC=C1)C=C